BrC=1C=C(C=CC1)C(C1=NN=NN1C)C1COC1 5-((3-bromophenyl)(oxetan-3-yl)methyl)-1-methyl-1H-tetrazole